C(=O)(O)[C@H](CC(=O)N1CC2=CC(=C(C(=C2C1)F)OCCCOC=1C(=C2CN(CC2=CC1OC)C(C[C@@H](C(=O)O)C)=O)F)O)C (S)-4-(5-(3-((2-((S)-3-carboxybutanoyl)-4-fluoro-6-hydroxyisoindolin-5-yl)oxy)propoxy)-4-fluoro-6-methoxyisoindolin-2-yl)-2-methyl-4-oxobutanoic acid